1-(3-fluoro-4-(trifluoromethoxy)phenyl)-3-(1-(2-methylbutanoyl)piperidin-4-yl)urea FC=1C=C(C=CC1OC(F)(F)F)NC(=O)NC1CCN(CC1)C(C(CC)C)=O